C(C(C(CCN)N)N)N 1,2,3,5-pentanetetramine